N1=C(C=CC=C1)N1CCN(CC1)C1=NC=C(C=N1)C(=O)[O-] (4-(pyridin-2-yl)piperazin-1-yl)pyrimidine-5-carboxylate